FC=1C=C2C(=C(C(C2=CC1)=CC1=CC=C(C=C1)SC)C)CC(=O)O 5-fluoro-2-methyl-1-(4-methylthiobenzylidene)-3-indeneacetic acid